ClC1=C(C=C(C=C1)F)C1NC(C2=C1C(=CC=1N2C=NN1)NC(C1=CC(=CC(=C1)C(F)(F)F)F)=O)=O N-(6-(2-chloro-5-fluorophenyl)-8-oxo-7,8-dihydro-6H-pyrrolo[3,4-e][1,2,4]triazolo[4,3-a]pyridin-5-yl)-3-fluoro-5-(trifluoromethyl)benzamide